NC=1N=C(C2=C(N1)N(C=C2C#CCOCCCNC(OC(C)(C)C)=O)CC2=NC=C(C(=C2C)OC)C)Cl tert-butyl (3-((3-(2-amino-4-chloro-7-((4-methoxy-3,5-dimethylpyridin-2-yl)methyl)-7H-pyrrolo[2,3-d]pyrimidin-5-yl)prop-2-yn-1-yl)oxy)propyl)carbamate